(1S,3aR,6aS)-N-[(2S)-4-hydroxy-3-oxo-1-[(3S)-2-oxopyrrolidin-3-yl]butan-2-yl]-2-(4,5,6,7-tetrahydro-1H-indole-2-carbonyl)-hexahydro-1H-cyclopenta[c]pyrrole-1-carboxamide OCC([C@H](C[C@H]1C(NCC1)=O)NC(=O)[C@H]1N(C[C@H]2[C@@H]1CCC2)C(=O)C=2NC=1CCCCC1C2)=O